C(CCCC)NC(=O)NCCCCC 1,3-dipentylurea